C1(CCCCC1)CNC(OC(C)(C)C)=O tert-butyl (cyclohexylmethyl)carbamate